5-amino-2-(3-hydroxy-3-methylbutyl)-2H-indazole NC1=CC2=CN(N=C2C=C1)CCC(C)(C)O